C1(CCCCC1)N[Si]1(O[SiH](O[SiH](O[SiH](O1)C)C)C)C 2-cyclohexylamino-2,4,6,8-tetramethyl-cyclotetrasiloxane